COC1=NC2=CC=CC=C2C=C1C1=CN=C(N1)[C@H](CCCCCC(CC)=O)NC(=O)[C@@H]1C[C@]12CN(CC2)C (1R,3R)-N-((S)-1-(5-(2-methoxyquinolin-3-yl)-1H-imidazol-2-yl)-7-oxononyl)-5-methyl-5-azaspiro[2.4]heptane-1-carboxamide